COC=1C=C(C=CC1)N1C(=NC(=C1)C1=CC=CC=C1)SCC1=CC=C(C=C1)C(F)(F)F 1-(3-methoxyphenyl)-4-phenyl-2-((4-(trifluoromethyl)benzyl)thio)-1H-imidazole